CC(C#N)(C)C1=CC=C(C=C1)N1C2=NN=C(N2C=2C=NC3=CC=C(C=C3C12)C=1C=NC=NC1)C 2-methyl-2-{4-[12-methyl-4-(pyrimidin-5-yl)-8,11,13,14,16-pentaazatetracyclo-[8.6.0.02,7.011,15]Hexadec-1(10),2,4,6,8,12,14-heptaen-16-yl]Phenyl}propionitrile